FC1=C(C(=CC=C1)F)C(C1=C(C=CC=C1F)F)C1=C(C(=O)C2=CC=CC=C2)C=CC=C1 bis(2,6-difluorophenyl)methyl-benzophenone